C(C)(C)OC(=O)N=NC(=O)OC(C)C azobiscarboxylic acid diisopropyl ester